(9,10-dimethoxy-4-oxo-6H,7H-pyrimido[4,3-a]isoquinolin-2-yl-(2,4,6-trimethylphenyl)amino)ethylurea COC=1C=C2CCN3C(C2=CC1OC)=CC(=NC3=O)N(C3=C(C=C(C=C3C)C)C)CCNC(=O)N